1-(2-(4-(4-nitrobenzoyl)piperazin-1-yl)acetyl)-1',4'-dihydro-2'H-spiro[pyrrolidine-2,3'-quinoline]-2'-one [N+](=O)([O-])C1=CC=C(C(=O)N2CCN(CC2)CC(=O)N2CCCC23C(NC2=CC=CC=C2C3)=O)C=C1